ClC1=C(C=CC=C1C1=C(C(=NC=C1)C1=CC(=C(C=C1)CNCCO)OC)Cl)C1=CC=C(C(=N1)OC)CNC[C@H]1CCC(N1)=O (R)-5-((((6-(2-chloro-3-(3-chloro-2-(4-(((2-hydroxyethyl)amino)methyl)-3-methoxyphenyl)pyridin-4-yl)phenyl)-2-methoxypyridin-3-yl)methyl)amino)methyl)pyrrolidin-2-one